8-((9-hydroxy-9-methyloctadecyl)(2-hydroxyethyl)amino)octanoate OC(CCCCCCCCN(CCCCCCCC(=O)[O-])CCO)(CCCCCCCCC)C